COC1=CC=C2C=NN(C2=C1NS(=O)(=O)C=1C=NN(C1)C1=NC=CC(=C1)C1COC1)C N-(6-methoxy-1-methylindazol-7-yl)-1-[4-(oxetan-3-yl)pyridin-2-yl]pyrazole-4-sulfonamide